4-[6-(2-{[2-(2,6-dioxopiperidin-3-yl)-1-oxo-2,3-dihydro-1H-isoindol-4-yl]oxy}ethoxy)hexyl]-N-[(1r,3r)-3-(3-chloro-4-cyanophenoxy)-2,2,4,4-tetramethylcyclobutyl]benzamide O=C1NC(CCC1N1C(C2=CC=CC(=C2C1)OCCOCCCCCCC1=CC=C(C(=O)NC2C(C(C2(C)C)OC2=CC(=C(C=C2)C#N)Cl)(C)C)C=C1)=O)=O